COC(=O)C1CC2=C(C(=NC=C2)Cl)C1 1-chloro-6,7-dihydro-5H-cyclopenta[c]pyridine-6-carboxylic acid methyl ester